ClC1=C(C=CC=C1)[C@H](C1CC1)NC1=CC(=C(C(=O)N[C@H](C)\C=C\S(=O)(=O)C)C=C1F)F 4-(((S)-(2-chlorophenyl)(cyclopropyl)methyl)amino)-2,5-difluoro-N-((R,E)-4-(methylsulfonyl)but-3-en-2-yl)benzamide